phenyl-n-butyl-malonic acid dibutyl ester C(CCC)OC(C(C(=O)OCCCC)(CCCC)C1=CC=CC=C1)=O